(R)-N'-(((S)-3-hydroxy-3-(trifluoromethyl)-1,2,3,5,6,7-hexahydro-s-indacen-4-yl)carbamoyl)-6,7-dihydro-5H-pyrazolo[5,1-b][1,3]oxazine-3-sulfonimidamide O[C@]1(CCC2=CC=3CCCC3C(=C12)NC(=O)N=[S@](=O)(N)C=1C=NN2C1OCCC2)C(F)(F)F